5-(3,5-difluorophenyl)-N-isopropylthiophene-2-carboxamide FC=1C=C(C=C(C1)F)C1=CC=C(S1)C(=O)NC(C)C